FC(OC=1C=C(C=CC1)C1=CC=C(S1)/C=C/C(C)=O)(F)F (E)-4-(5-(3-(trifluoromethoxy)phenyl)thiophen-2-yl)but-3-en-2-one